NC1=NC=2C=C(C=CC2C2=C1COC2)CN(C(=O)C=2C=NC(=NC2)C2CC2)C=2C(=NC=CC2)C(F)(F)F N-({4-amino-1H,3H-furo[3,4-c]quinolin-7-yl}methyl)-2-cyclopropyl-N-[2-(trifluoromethyl)pyridin-3-yl]pyrimidine-5-carboxamide